trans-5-(2-(3-fluoro-5-methoxyphenyl)cyclopropyl)-2,2'-bipyrimidine FC=1C=C(C=C(C1)OC)[C@H]1[C@@H](C1)C=1C=NC(=NC1)C1=NC=CC=N1